N-(7-azaspiro[3.5]nonan-2-yl)-3-[5-(trifluoromethyl)-2-thienyl]imidazo[1,2-b]pyridazin-6-amine C1C(CC12CCNCC2)NC=2C=CC=1N(N2)C(=CN1)C=1SC(=CC1)C(F)(F)F